Cl.[Cl-].NCCOCCOCC(NCCOCCOCC(NCC[N+](C)(C)CCOCCOCCC(=O)OC)=O)=O 20-amino-N-(2-(2-(3-methoxy-3-oxopropoxy)ethoxy)ethyl)-N,N-dimethyl-4,13-dioxo-6,9,15,18-tetraoxa-3,12-diazaicosan-1-aminium chloride hydrochloride